C(#N)CC(=O)OC(C)COC(C)COC(CC#N)=O dipropylene glycol bis(cyanoacetate)